C[C@@H](CC)NC(O[C@H]1C[C@H](CC1)C1=CC(=NN1)NC(CC1=NC=CN=C1)=O)=O (1R,3S)-3-{3-[(pyrazin-2-ylacetyl)amino]-1H-pyrazol-5-yl}cyclopentyl (2S)-butan-2-ylcarbamate